tert-butyl (3R)-3-[4,5-dichloro-2-(prop-2-en-1-yloxy)benzoyl]pyrrolidine-1-carboxylate ClC1=CC(=C(C(=O)[C@H]2CN(CC2)C(=O)OC(C)(C)C)C=C1Cl)OCC=C